tert-butyl ((3S,4S)-4-(3-chloro-5-fluorophenyl)-1-(imidazo[1,5-a]pyridine-8-carbonyl)piperidin-3-yl)carbamate ClC=1C=C(C=C(C1)F)[C@H]1[C@@H](CN(CC1)C(=O)C=1C=2N(C=CC1)C=NC2)NC(OC(C)(C)C)=O